NCCN1CCN(CC1)C(=O)C1=C(C=C(C=C1)NC=1C=2N(C=CN1)C(=CN2)C2=CC=C(C=C2)OC(F)F)C [4-(2-amino-ethyl)piperazin-1-yl]-[4-[[3-[4-(di-fluoromethoxy)phenyl]imidazo[1,2-a]pyrazin-8-yl]amino]-2-methyl-phenyl]methanone